CC1=C2CCN(C2=CC(=C1NS(=O)(=O)C1CCCCC1)C)CC1=CC=C(C=C1)C(F)(F)F N-(4,6-dimethyl-1-(4-(trifluoromethyl)benzyl)indolin-5-yl)cyclohexanesulfonamide